ClC1=C(C(=C(C=N1)C(=O)OCC)NCC1=CC=C(C=C1)C=1N(C=C(N1)C(F)(F)F)C)F ethyl 6-chloro-5-fluoro-4-[({4-[1-methyl-4-(trifluoromethyl)imidazol-2-yl]phenyl}methyl)amino]pyridine-3-carboxylate